6-[[1-[3-[(2,2-Difluoro-1,3-benzodioxol-5-yl)-methyl-carbamoyl]phenyl]-3-(trifluoromethyl)-6,7-dihydro-4H-pyrano[4,3-c]pyrazol-7-yl]oxy]pyridin FC1(OC2=C(O1)C=CC(=C2)N(C(=O)C=2C=C(C=CC2)N2N=C(C1=C2C(COC1)OC1=CC=CC=N1)C(F)(F)F)C)F